1-(3-bromo-5-fluorophenyl)-N,N-dimethylmethylamine BrC=1C=C(C=C(C1)F)CN(C)C